ClC1=CC(=C(C=C1)CNC1=C(C=C(C(=N1)C1=CCN(CC1)CC1=NC2=C(N1C[C@H]1OCC1)C=C(C=C2)C(=O)O)F)F)F (S)-2-((4-(6-(4-chloro-2-fluorophenylmethylamino)-3,5-difluoropyridin-2-yl)-5,6-dihydropyridin-1(2H)-yl)methyl)-1-(oxetan-2-ylmethyl)-1H-benzo[d]imidazole-6-carboxylic acid